(S)-2-((((9H-fluoren-9-yl)methoxy)carbonyl)amino)-3-(3-cyclopentyl-4-(cyclopentyloxy)phenyl)-propanoic acid C1=CC=CC=2C3=CC=CC=C3C(C12)COC(=O)N[C@H](C(=O)O)CC1=CC(=C(C=C1)OC1CCCC1)C1CCCC1